NC=1C(=NC(=NC1C1=C2C=NNC2=CC=C1C)C=1C(=NC=CC1)NC(C(C)(C)C)=O)C(=O)N 5-amino-6-(5-methyl-1H-indazol-4-yl)-2-(2-pivalamidopyridin-3-yl)pyrimidine-4-carboxamide